ClC1=NN2C(N=CC=C2C2CN(CCC2)CC2=CC=C(C=C2)Cl)=C1CNCC1CCOCC1 1-(2-Chloro-7-(1-(4-chlorobenzyl)piperidin-3-yl)pyrazolo[1,5-a]pyrimidin-3-yl)-N-((tetrahydro-2H-pyran-4-yl)methyl)methanamine